FCCC1C2(CC3CC(CC1C3)C2)N (2-Fluoroethyl)tricyclo[3.3.1.13,7]decan-1-amine